2-(5-(cyclopropylmethyl)-3-(3,5-difluorophenyl)-4-(3-fluoro-4-sulfamoylbenzyl)-1H-pyrazol-1-yl)thiazole-4-carboxylic acid C1(CC1)CC1=C(C(=NN1C=1SC=C(N1)C(=O)O)C1=CC(=CC(=C1)F)F)CC1=CC(=C(C=C1)S(N)(=O)=O)F